N6-[(2R)-2-amino-2-phenyl-ethyl]-N4-(2,2-difluorospiro[3.3]heptan-6-yl)-1-methyl-pyrazolo[3,4-d]pyrimidine-4,6-diamine N[C@@H](CNC1=NC(=C2C(=N1)N(N=C2)C)NC2CC1(CC(C1)(F)F)C2)C2=CC=CC=C2